C/C(/C(=O)OCC(CCCC)C)=C(/C(=O)OCC(CCCC)C)\C di(2-methylhexyl) 2,3-dimethylmaleate